(R)-2-(4-acetyl-2-(2-chlorophenyl)piperazin-1-yl)-5-hydroxy-N-(isoxazol-4-yl)-1-methyl-6-oxo-1,6-dihydropyrimidine-4-carboxamide C(C)(=O)N1C[C@H](N(CC1)C=1N(C(C(=C(N1)C(=O)NC=1C=NOC1)O)=O)C)C1=C(C=CC=C1)Cl